FC1=CC=C2CC[C@H](C2=C1)NC(=O)C1=CC=C(S1)C1=C(C(=NC(=C1C(=O)N)CC(C)C)CCC1=CC=C(C=C1)F)C=1OC(=NN1)C (R)-4-(5-((6-fluoro-2,3-dihydro-1H-inden-1-yl)carbamoyl)thiophen-2-yl)-6-(4-fluorophenethyl)-2-isobutyl-5-(5-methyl-1,3,4-oxadiazol-2-yl)nicotinamide